BrC1=C(C=C2C(=NC(=NC2=C1F)S)O)C(F)(F)F C7-bromo-8-fluoro-2-mercapto-6-(trifluoromethyl)quinazolin-4-ol